1-(N-(cyclopropylmethyl)-N-((R)-pyrrolidin-3-yl)sulfamoyl)pyrrolidine-3-carboxylic acid C1(CC1)CN(S(=O)(=O)N1CC(CC1)C(=O)O)[C@H]1CNCC1